COCCOCCOP(=O)(Cl)Cl.BrC=1C(=CC(=C(N)C1)C)N1CCOCC1 5-bromo-2-methyl-4-morpholinoaniline (2-(2-methoxyethoxy)ethyl)dichlorophosphate